CC1=C(C(=NN1C1OCCCC1)C(=O)OCC)[N+](=O)[O-] ethyl 5-methyl-4-nitro-1-(tetrahydro-2H-pyran-2-yl)-1H-pyrazole-3-carboxylate